N1(CCC1)CC=1C=C(C=C(C1)C(F)(F)F)NC=1N(C=2C(=NC=C(C2Cl)OC=2C=NN3C2C(=NC=C3)NC)N1)C N-(3-(azetidin-1-ylmethyl)-5-(trifluoromethyl)phenyl)-7-chloro-1-methyl-6-((4-(methylamino)pyrazolo[1,5-a]pyrazin-3-yl)oxy)-1H-imidazo[4,5-b]pyridin-2-amine